2-(3-fluorophenoxy)-N,N-dimethylethan-1-amine FC=1C=C(OCCN(C)C)C=CC1